FC1(CCC(CC1)C1=CC(=NN1)I)F 5-(4,4-difluorocyclohexyl)-3-iodo-1H-pyrazole